NC=1C2=C(N=CN1)N(C(=C2C2=CC=C(C(=O)N(C)CC1(COC1)F)C=C2)C2=CC=C(C=C2)NC(C(=C)C)=O)C 4-(4-amino-6-(4-methacrylamido-phenyl)-7-methyl-7H-pyrrolo[2,3-d]pyrimidin-5-yl)-N-((3-fluorooxetan-3-yl)methyl)-N-methylbenzamide